C(C)(C)(C)C1=CC=C(C=C1)C1=NC(=NC(=N1)C1=CC=C(C=C1)C(C)(C)C)Cl 2,4-bis[4-(t-butyl)phenyl]-6-chloro-1,3,5-triazine